N-((5-chloro-6-(thiazol-4-ylmethoxy)-1H-indol-2-yl)methyl)-2-methyloxetane-2-carboxamide ClC=1C=C2C=C(NC2=CC1OCC=1N=CSC1)CNC(=O)C1(OCC1)C